FC1=C(C=C(C=C1)F)[C@@H]1N(C[C@H](C1)F)C1=NC2=C(C=CN=C2C=C1)C=1C=NN(C1)C1CCOCC1 2-((2R,4S)-2-(2,5-difluorophenyl)-4-fluoropyrrolidin-1-yl)-8-(1-(tetrahydro-2H-pyran-4-yl)-1H-pyrazol-4-yl)-1,5-naphthyridine